[Si](C)(C)(C(C)(C)C)OC\C=C/CN1N=C(C=C1)C(=O)OC methyl (Z)-1-(4-((tert-butyldimethylsilyl)oxy)but-2-En-1-yl)-1H-pyrazole-3-carboxylate